3-(7-benzyloxy-6-iodo-1,2-benzoxazol-3-yl)piperidine-2,6-dione C(C1=CC=CC=C1)OC1=C(C=CC=2C(=NOC21)C2C(NC(CC2)=O)=O)I